Methyl (2R)-2-{3-[(1H-1,3-benzodiazol-2-yl)amino]-3-[3-(trifluoromethyl)phenyl]propanamido}propanoate N1C(=NC2=C1C=CC=C2)NC(CC(=O)N[C@@H](C(=O)OC)C)C2=CC(=CC=C2)C(F)(F)F